N-[2-(1H-Indol-3-yl)ethyl]-3-isopropyl-5-(2-methoxyphenyl)pyrazolo[1,5-a]pyrimidin-7-amine N1C=C(C2=CC=CC=C12)CCNC1=CC(=NC=2N1N=CC2C(C)C)C2=C(C=CC=C2)OC